(4-(benzyloxy)phenyl)(2-ethyl-5-methoxy-1-methyl-1H-pyrrolo[2,3-c]pyridin-3-yl)methanone C(C1=CC=CC=C1)OC1=CC=C(C=C1)C(=O)C1=C(N(C2=CN=C(C=C21)OC)C)CC